OC1=NC=C(C=N1)C1=CC=CC=2N1N=CC2C(=O)N2CCCCC2 [7-(2-hydroxypyrimidin-5-yl)pyrazolo[1,5-a]pyridin-3-yl]-(1-piperidyl)methanone